CC1=CC(=CC(=N1)N1C(CCC1=O)C(=O)N)C(F)(F)F 1-[6-methyl-4-(trifluoromethyl)pyridin-2-yl]-5-oxopyrrolidine-2-carboxamide